4-(tert-butyl)-3,5-difluorophenol C(C)(C)(C)C1=C(C=C(C=C1F)O)F